FC1=NC=C(C=C1B(O)O)C 2-FLUORO-5-METHYLPYRIDINE-3-BORONIC ACID